C(#N)C1=C(C=C(C=C1)N1[C@H](O[C@@H](C1)C(=O)NC1=CC(=C(C=C1)F)F)C(F)(F)F)C(F)(F)F (2R,5S)-3-(4-Cyano-3-(trifluoromethyl)phenyl)-N-(3,4-difluorophenyl)-2-(trifluoromethyl)oxazolidin-5-carboxamid